COC=1C=CC=C2C(=CNC12)CCN 2-(7-methoxy-1H-indol-3-yl)ethylamine